4-(5-chloro-2-methoxyphenyl)-N-(6-(5-(2-hydroxy-prop-2-yl)pyridin-2-yl)thiazolo[4,5-b]pyrazin-2-yl)-6-methylpyridine-3-carboxamide ClC=1C=CC(=C(C1)C1=C(C=NC(=C1)C)C(=O)NC=1SC=2C(=NC=C(N2)C2=NC=C(C=C2)C(C)(C)O)N1)OC